5-(8-((1S,2S)-2-(5-fluoro-1-(2,2,2-trifluoroethyl)-1H-indazol-6-yl)cyclopropyl)imidazo[1,2-b]pyridazin-6-yl)pyrimidine-2,4(1H,3H)-dione FC=1C=C2C=NN(C2=CC1[C@@H]1[C@H](C1)C=1C=2N(N=C(C1)C=1C(NC(NC1)=O)=O)C=CN2)CC(F)(F)F